The molecule is a benzimidazole derivative that is used in combination with sofosbuvir (under the trade name Harvoni) for the treatment of chronic hepatitis C genotype 1 infection. It has a role as an antiviral drug and a hepatitis C protease inhibitor. It is a carbamate ester, a L-valine derivative, a bridged compound, a carboxamide, a benzimidazole, a member of fluorenes, an organofluorine compound, a member of imidazoles, a N-acylpyrrolidine and an azaspiro compound. CC(C)[C@@H](C(=O)N1CC2(CC2)C[C@H]1C3=NC=C(N3)C4=CC5=C(C=C4)C6=C(C5(F)F)C=C(C=C6)C7=CC8=C(C=C7)N=C(N8)[C@@H]9[C@H]1CC[C@H](C1)N9C(=O)[C@H](C(C)C)NC(=O)OC)NC(=O)OC